2-(1H-pyrrol-1-yl)benzoic acid lithium [Li].N1(C=CC=C1)C1=C(C(=O)O)C=CC=C1